FC(C(=O)O)(F)F.NCCNS(=O)(=O)CCC1=C(C=CC=C1)C=1N=C(SC1)N N-(2-aminoethyl)-2-[2-(2-aminothiazol-4-yl)phenyl]ethanesulfonamide 2,2,2-trifluoroacetic acid salt